N-(4-(6-ethoxypyrid-3-yl)-3-(2-trityl-2H-tetrazol-5-yl)phenyl)-4-methylpiperidine-1-carboxamide C(C)OC1=CC=C(C=N1)C1=C(C=C(C=C1)NC(=O)N1CCC(CC1)C)C=1N=NN(N1)C(C1=CC=CC=C1)(C1=CC=CC=C1)C1=CC=CC=C1